C(#N)C1(CC1)C=1C=CC(=C(C1)B(O)O)F (5-(1-cyanocyclopropyl)-2-fluorophenyl)boronic acid